ClC1=C(C(=O)N[C@]2(C[C@@H]3[C@@H](C(NC3)C3=NC=C(C=C3)C3=C4C(=NC=C3C#N)NC(=C4)C=4C=NN(C4)C)C2)C)C(=CC=C1)F 2-chloro-N-((3aR,5s,6aS)-1-(5-(5-cyano-2-(1-methyl-1H-pyrazol-4-yl)-1H-pyrrolo[2,3-b]pyridin-4-yl)pyridin-2-yl)-5-methyl-octahydrocyclopenta[C]pyrrol-5-yl)-6-fluorobenzamide